ClC=1C=CC(=NC1)COC1=NN=C(S1)NC(C1=C(C=NC=C1)N1[C@H](COC[C@@H]1C)C)=O N-(5-((5-chloropyridin-2-yl)methoxy)-1,3,4-thiadiazol-2-yl)-3-((3S,5S)-3,5-dimethylmorpholino)isonicotinamide